4-(1-((6-(difluoromethoxy)pyridin-3-yl)sulfonyl)-1-fluoroethyl)-N-(pyridazin-4-yl)piperidine-1-carboxamide FC(OC1=CC=C(C=N1)S(=O)(=O)C(C)(F)C1CCN(CC1)C(=O)NC1=CN=NC=C1)F